2,3,4,5-tetrabromofuran BrC=1OC(=C(C1Br)Br)Br